FC1=CC(=C(C=C1)C(N1C[C@H](N(C[C@@H]1C)C1=C(C(N(C=2C=CC(=NC12)C#N)C)=O)[N+](=O)[O-])C)C1=CC=C(C=C1)F)OC 8-((2R,5S)-4-((4-fluoro-2-methoxyphenyl)(4-fluorophenyl)methyl)-2,5-dimethylpiperazin-1-yl)-5-methyl-7-nitro-6-oxo-5,6-dihydro-1,5-naphthyridine-2-carbonitrile